(S)-6-(1-amino-1,3-dihydrospiro[indene-2,4'-piperidin]-1'-yl)-3-(1-(3-fluoropyridin-4-yl)cyclopropyl)-1,5-dihydro-4H-pyrazolo[3,4-d]pyrimidin-4-one N[C@@H]1C2=CC=CC=C2CC12CCN(CC2)C=2NC(C1=C(N2)NN=C1C1(CC1)C1=C(C=NC=C1)F)=O